FC=1C(=C(C(=O)OC)C=C(C1)/C(/N)=N/O)OC methyl (Z)-3-fluoro-5-(N'-hydroxycarbamimidoyl)-2-methoxybenzoate